bis-(dimethylaminoethyl) ether CN(C)CCOCCN(C)C